OC1=CC=C(C=C1)C=CC(=O)O 4-hydroxybenzeneacrylic acid